BrC1=CC2=C(OC(C(N2C)=O)C2=CC=C(C=C2)C(F)(F)F)C=C1 6-bromo-4-methyl-2-(4-(trifluoromethyl)phenyl)-2H-benzo[b][1,4]oxazin-3(4H)-one